Cl.NC/C(/CN1N=CN(C1=O)CC1=CC=C(S1)C1=CC(=C(C(=O)OC)C=C1)F)=C\F methyl 4-[5-({1-[(2E)-2-(aminomethyl)-3-fluoroprop-2-en-1-yl]-5-oxo-1,5-dihydro-4H-1,2,4-triazol-4-yl}methyl)thiophen-2-yl]-2-fluorobenzoate hydrochloride